CC1=C(C(=C(C=C1)S(=O)(=O)ON)C)C O-(trimethylbenzenesulfonyl)hydroxylamine